N-(2-bromo-4-chlorophenyl)-2-chloroacetamide BrC1=C(C=CC(=C1)Cl)NC(CCl)=O